C(C=C)(=O)OC1=C(C=C(C=C1CC1=C(C(=CC(=C1)C)C(C)(C)C)O)C)C(C)(C)C 2-tertiary Butyl-6-(3-tert-butyl-2-hydroxy-5-methylbenzyl)-4-methylphenyl acrylate